(9Z,26Z)-pentatriaconta-9,26-dien-18-yl 4-(methylsulfonamido)-4-oxobutanoate CS(=O)(=O)NC(CCC(=O)OC(CCCCCCC\C=C/CCCCCCCC)CCCCCCC\C=C/CCCCCCCC)=O